C(C1=CC=CC=C1)OC1=CC=C2C(C(OCC2=C1)CC1CCCC1)C1=CC=C(C=C1)N1CCC(CC1)C(OC)OC 1-[4-[7-benzyloxy-3-(cyclopentylmethyl)isochroman-4-yl]phenyl]-4-(dimethoxymethyl)piperidine